COC([C@@H](CC1=CC=C(C=C1)F)NC(=O)OC(C)(C)C)=O (R)-2-((tert-butoxycarbonyl)amino)-3-(4-fluorophenyl)propanoic acid methyl ester